9'H-3,3'-bicarbazole-6-carbonitrile C1=CC(=CC=2C3=CC(=CC=C3NC12)C#N)C=1C=CC=2NC3=CC=CC=C3C2C1